hydroxypropyl-sulphonate OCCCS(=O)(=O)[O-]